N-allyl-2-(((1R,2S,5R)-2-isopropyl-5-methylcyclohexyl)oxy)acetamide C(C=C)NC(CO[C@H]1[C@@H](CC[C@H](C1)C)C(C)C)=O